2-AMINO-5-(PHENYLETHYNYL)NICOTINALDEHYDE NC1=C(C=O)C=C(C=N1)C#CC1=CC=CC=C1